3,5-dimethylphenyl-diazonium CC=1C=C(C=C(C1)C)[N+]#N